(2R,3R)-3-((3-(2-methylphenyl)isoxazol-5-yl)-methoxy)-2-(2,4-difluorophenyl)-1-(1H-1,2,4-triazol-1-yl)butan-2-ol CC1=C(C=CC=C1)C1=NOC(=C1)CO[C@@H]([C@@](CN1N=CN=C1)(O)C1=C(C=C(C=C1)F)F)C